normal-butylcyclopentadiene C(CCC)C1=CC=CC1